BrC1=NC=CC(=C1F)NC(N(CC1=NNC(=C1)C(F)(F)F)C=1C=NC(=NC1)OC)=O (2-Bromo-3-fluoropyridin-4-yl)-1-(2-methoxypyrimidin-5-yl)-1-((5-(trifluoromethyl)-1H-pyrazol-3-yl)methyl)urea